COC1=CC=C(CN(C2=NC=CC=C2C(C)N(CCC(=O)OCC)C2=NC(=NC(=C2[N+](=O)[O-])Cl)OC[C@]23CCCN3C[C@@H](C2)F)CC2=CC=C(C=C2)OC)C=C1 ethyl 3-((1-(2-(bis(4-methoxybenzyl)amino)pyridin-3-yl)ethyl)(6-chloro-2-(((2R,7aS)-2-fluorotetrahydro-1H-pyrrolizin-7a(5H)-yl)methoxy)-5-nitropyrimidin-4-yl)amino)propanoate